N[C@@H](CCO)C(=O)O L-homoserine